NC1=NC=CC=C1C1=NC=2C(=NC(=CC2)N2N=CC=C2)N1C=1C=C2CC[C@@H](C2=CC1)NC(=O)C1=CC(=C(C=2N=COC21)OC)C=O N-[(1S)-5-[2-(2-aminopyridin-3-yl)-5-(pyrazol-1-yl)imidazo[4,5-b]pyridin-3-yl]-2,3-dihydro-1H-inden-1-yl]-5-formyl-4-methoxy-1,3-benzoxazole-7-carboxamide